ClCC1=NC(=CC(=N1)N1CCC2(CCCC(N2C2=CC(=C(C=C2)F)F)=O)CC1)C(C(F)(F)F)(F)F 9-(2-(chloromethyl)-6-(perfluoroethyl)pyrimidin-4-yl)-1-(3,4-difluorophenyl)-1,9-diazaspiro[5.5]undecan-2-one